C(C)(C)N1C(=NN2C(C1=O)=NC=C2C=2C=NNC2)C=2C=NN(C2)CCNC(C)=O N-(2-(4-(3-isopropyl-4-oxo-7-(1H-pyrazol-4-yl)-3,4-dihydroimidazo[2,1-f][1,2,4]triazin-2-yl)-1H-pyrazol-1-yl)ethyl)acetamide